NCCC[SiH2]C(OCC)OCC 3-aminopropyldiethoxymethylsilane